diisopropyl (((((((1R,2S,4S,6R)-2-(methoxymethyl)-6-methyl-3-oxoquinuclidin-2-yl)methoxy)methyl)phosphoryl)bis(oxy))bis(methylene)) bis(carbonate) C(OC(C)C)(OCOP(=O)(COC[C@@]1(N2[C@@H](C[C@@H](C1=O)CC2)C)COC)OCOC(OC(C)C)=O)=O